C12C(CC(C=C1)C2)COCCOCCOCCCC=2NC(=C([N+]2C)C)C 2-[2-[2-(2-bicyclo[2.2.1]hept-5-enylmethoxy)ethoxy]ethoxy]ethyl-tetramethylimidazolium